(4-((10H-benzo[b]pyrido[2,3-e][1,4]oxazin-4-yl)oxy)-3-fluorophenyl)-1-cyclopropyl-5-(4-fluorophenyl)-4-oxo-1,4-dihydropyridine-3-carboxamide N1=CC=C(C2=C1NC1=C(O2)C=CC=C1)OC1=C(C=C(C=C1)C=1N(C=C(C(C1C(=O)N)=O)C1=CC=C(C=C1)F)C1CC1)F